ClC=1C=C(C=C(C1)NS(=O)(=O)C)NC(=O)C1=CC(=NS1)C1=NC=C(C=C1OCC1=CC(=CC(=C1)S(=O)(=O)C)F)F N-(3-chloro-5-methanesulfonamidophenyl)-3-{5-fluoro-3-[(3-fluoro-5-methanesulfonyl-phenyl)methoxy]pyridin-2-yl}-1,2-thiazole-5-carboxamide